COC(\C=C\CNC1CCN(CC1)C(C)=O)=O.C(=C)[Si](OCOC)(OCOC)OCOC vinyltris(methoxymethoxy)silane methyl-(E)-4-((1-acetylpiperidin-4-yl)amino)but-2-enoate